N-(4-methylsulfonyl-phenyl)-2-(1H-pyrazol-4-yl)-1H-pyrrolo[3,2-c]pyridin-6-amine CS(=O)(=O)C1=CC=C(C=C1)NC1=CC2=C(C=N1)C=C(N2)C=2C=NNC2